COC1=CC=C2C(CC(C(C2=C1)=O)C(C(=O)OCC)=O)C rac-ethyl 2-(7-methoxy-4-methyl-1-oxo-1,2,3,4-tetrahydronaphthalen-2-yl)-2-oxoacetate